Phenyl-guanidine methyl-4-[1-cyclopropyl-4-(trifluoromethyl)imidazol-2-yl]-3-fluoro-benzoate CC1=C(C(=O)O)C=CC(=C1F)C=1N(C=C(N1)C(F)(F)F)C1CC1.C1(=CC=CC=C1)NC(=N)N